CS(=O)(=O)C1(CC1)C=1C=2N(N=C(C1)C13CNCC(CC1)O3)C(=NC2)C2=CC=NN2 [4-(1-methanesulfonylcyclopropyl)-7-(1H-pyrazol-5-yl)imidazo[1,5-b]pyridazin-2-yl]-8-oxa-3-azabicyclo[3.2.1]octane